11-(4-(6-oxo-1,6-dihydropyridazin-3-yl)-2-(trifluoromethyl)phenyl)undecanal O=C1C=CC(=NN1)C1=CC(=C(C=C1)CCCCCCCCCCC=O)C(F)(F)F